5-((1S,5R)-1-(5-(2-azaspiro[3.5]nonan-7-yl)-1,3,4-oxadiazol-2-yl)-5-(trifluoromethyl)-3-azabicyclo[3.1.0]hexan-3-yl)quinoline-8-carbonitrile C1NCC12CCC(CC2)C2=NN=C(O2)[C@@]21CN(C[C@]1(C2)C(F)(F)F)C2=C1C=CC=NC1=C(C=C2)C#N